IC1=C(C=NS1)C(=O)O 5-iodoisothiazole-4-carboxylic acid